C(C)(=O)C1=NN(C2=CC=C(C=C12)C=1C=NC(=NC1)C)CC(=O)N1[C@@H]2C[C@@H]2C[C@H]1C(=O)NC/C(=C(/C)\C1=CC(=CC=C1)Cl)/F (1R,3S,5R)-2-(2-(3-acetyl-5-(2-methylpyrimidin-5-yl)-1H-indazol-1-yl)acetyl)-N-((E)-3-(3-chlorophenyl)-2-fluorobut-2-en-1-yl)-2-azabicyclo[3.1.0]hexane-3-carboxamide